OC(CN(CCCC(=O)OCCN1CCN(CC1)CCSSCCC(C)N(CC(CCCCCCCC)O)CC(CCCCCCCC)O)CC(CCCCCCCCCC)O)CCCCCCCCCC 2-(4-(2-((3-(bis(2-hydroxydecyl)amino)butyl)disulfaneyl)ethyl)piperazin-1-yl)ethyl 4-(bis(2-hydroxydodecyl)amino)butanoate